C(C)(C)(C)OC(=O)N1CC2(C1)NCC(NC2)=O 7-oxo-2,5,8-triazaspiro[3.5]nonane-2-carboxylic acid tert-butyl ester